FC1C=C(C=CC1(C(=O)O)C1=N[C@H](C=2N(C3=C1C(=C(S3)C)C)C(=NN2)C)CC(=O)OC)C2=CC=CC=C2 3-fluoro-4-[(6S)-6-(2-methoxy-2-oxoethyl)-2,3,9-trimethyl-6H-thieno[3,2-f][1,2,4]triazolo[4,3-a][1,4]diazepin-4-yl][1,1'-biphenyl]-4-carboxylic acid